CN1C(=NC(=C1)C)C1=C(C=CC=C1)O (1,4-dimethyl-1H-imidazol-2-yl)phenol